1-bromo-3-(ethoxymethoxy)-2-fluorobenzene BrC1=C(C(=CC=C1)OCOCC)F